C(C)(C)(C)NS(=O)(=O)C1=C(NC=C1)C(=O)OC(C)(C)C tert-Butyl 3-(tert-butylsulfamoyl)-pyrrole-2-carboxylate